5-Difluoromethyl-1-(2-oxo-1,2-dihydrobenzo[cd]indol-6-yl)-N-(2-trifluoromethylpyridin-4-yl)-1H-pyrazole-4-carboxamide FC(C1=C(C=NN1C=1C=2C3=C(C(NC3=CC1)=O)C=CC2)C(=O)NC2=CC(=NC=C2)C(F)(F)F)F